1,2-bis(5-(5-(bis(4-(hexyloxy)phenyl)amino)thiophene-2-yl)-1H-pyrrole-2-yl)ethane-1,2-dione C(CCCCC)OC1=CC=C(C=C1)N(C1=CC=C(S1)C1=CC=C(N1)C(C(=O)C=1NC(=CC1)C=1SC(=CC1)N(C1=CC=C(C=C1)OCCCCCC)C1=CC=C(C=C1)OCCCCCC)=O)C1=CC=C(C=C1)OCCCCCC